ClC=1C(=C(C(=CC1F)C)S(=O)(=O)Cl)F 3-chloro-2,4-difluoro-6-methylbenzenesulfonyl chloride